FC(C)(C)C1=CC=CC(=N1)C(=O)NC1=CC2=CN(N=C2C=C1OC)C1CCC(CC1)C=O 6-(2-Fluoropropan-2-yl)-N-(2-((1r,4r)-4-formylcyclohexyl)-6-methoxy-2H-indazol-5-yl)picolinamide